phenyl 4-(4-{4-[(1S)-1-aminoethyl]phenyl}tetrahydro-2H-pyran-4-yl)piperazine-1-carboxylate N[C@@H](C)C1=CC=C(C=C1)C1(CCOCC1)N1CCN(CC1)C(=O)OC1=CC=CC=C1